COC=1C=C(C=CC1OC)C1=NSC(=C1)N (3,4-dimethoxyphenyl)isothiazol-5-amine